methyl (2R,5S)-5-aminotetrahydropyran-2-carboxylate N[C@H]1CC[C@@H](OC1)C(=O)OC